trans-3-((Cyclopropylmethyl)amino)-5-(4-hydroxycyclohexyl)-8-(4-(oxetan-3-yl)piperazin-1-yl)pyrimido[4,5-c]isoquinolin-6(5H)-one C1(CC1)CNC=1N=CC2=C(N(C(C=3C=C(C=CC23)N2CCN(CC2)C2COC2)=O)[C@@H]2CC[C@H](CC2)O)N1